C1(CCCCC1)NC(CCC(=O)O)=O 4-(cyclohexylamino)-4-Oxobutyric acid